[13C@@H]1([13C@H](O)[13C@H](O)[13C@@H]([13CH2]O)O1)N1[13CH]=N[13C]=2[13C](=O)N[13C](N)=N[13C]12 guanosine-13C10